1-(5-{[(5-Chlorothiophen-2-yl)methyl]amino}-3-(4-methylpiperidin-4-yl)-1H-pyrazol-1-yl)-3-methoxy-2,2-dimethylpropan-1-on ClC1=CC=C(S1)CNC1=CC(=NN1C(C(COC)(C)C)=O)C1(CCNCC1)C